1-(1-aminoisoquinolin-7-yl)-N-(5-(1-(4-cyanophenyl)-3-cyclopropyl-1-((R)-1,1-dimethylethylsulfinamido)propyl)-2-fluorophenyl)-3-(trifluoromethyl)-1H-pyrazole-5-carboxamide NC1=NC=CC2=CC=C(C=C12)N1N=C(C=C1C(=O)NC1=C(C=CC(=C1)C(CCC1CC1)(N[S@](=O)C(C)(C)C)C1=CC=C(C=C1)C#N)F)C(F)(F)F